ClC1=C(C=C(C=C1)F)C1=CC=C(N=N1)NC1CC2(CN(C2)CC2CCOCC2)C1 N-(6-(2-chloro-5-fluorophenyl)pyridazin-3-yl)-2-((tetrahydro-2H-pyran-4-yl)methyl)-2-azaspiro[3.3]heptan-6-amine